6-(4-fluorophenyl)-3-((3S,4R)-4-hydroxytetrahydrofuran-3-yl)-8-(1-methyl-1H-pyrazol-4-yl)pyrido[3,4-d]pyrimidin-4(3H)-one FC1=CC=C(C=C1)C1=CC2=C(N=CN(C2=O)[C@H]2COC[C@@H]2O)C(=N1)C=1C=NN(C1)C